[2-(aminomethyl)-3,3-difluoro-allyl]-4-[3-[6-(dimethylamino)-3-pyridinyl]phenyl]-1,2,4-triazol-3-one trifluoroacetate salt FC(C(=O)O)(F)F.NCC(CC=1N(C(NN1)=O)C1=CC(=CC=C1)C=1C=NC(=CC1)N(C)C)=C(F)F